OC1=CC=C(C=C1)C(C)(C)C1=CC=C(C=C1)C(C)(C)C1=CC=C(C=C1)O α,α'-bis(4-hydroxyphenyl)-1,4-diisopropylbenzene